n-methyl-4-(1-phenyl-2,3-dihydro-1H-benzo[d]pyrrolo[1,2-a]imidazol-7-yl)benzamide CNC(C1=CC=C(C=C1)C1=CC2=C(N=C3N2C(CC3)C3=CC=CC=C3)C=C1)=O